[B].NC1=CC=CC=C1 p-aminobenzene boron